ClC=1C(=NC(=NC1)NC1=C(C=C(C=C1)N1CCC(CC1)N1CCN(CC1)C)OC)NC1=C(C=CC=C1)S(=O)(=O)NC 2-((5-chloro-2-((2-methoxy-4-(4-(4-methylpiperazin-1-yl)piperidin-1-yl)phenyl)amino)pyrimidin-4-yl)amino)-N-methylbenzenesulfonamide